FCC(C)(C)NC(C(=O)N)=CC (1-fluoro-2-methylpropan-2-ylamino)-but-2-enamide